1-(3-(4-Methoxyphenyl)-1,2,4-oxadiazol-5-yl)-N-((1-((6-methylpyridin-2-yl)methyl)pyrrolidin-3-yl)methyl)piperidine-4-carboxamide COC1=CC=C(C=C1)C1=NOC(=N1)N1CCC(CC1)C(=O)NCC1CN(CC1)CC1=NC(=CC=C1)C